6-(p-toluenesulfonyl)-3-oxa-6-azabicyclo[3.1.0]hexane CC1=CC=C(C=C1)S(=O)(=O)N1C2COCC12